Tert-butyl N-[5-[1-(2,6-dioxo-3-piperidyl)-3-methyl-2-oxo-benzimidazol-5-yl]pentyl]carbamate O=C1NC(CCC1N1C(N(C2=C1C=CC(=C2)CCCCCNC(OC(C)(C)C)=O)C)=O)=O